4-chloro-1-methylquinolin-2(1H)-one ClC1=CC(N(C2=CC=CC=C12)C)=O